CC1(OCC(C2=CC=CC=C12)=C)C 1,1-Dimethyl-4-methyleneisochromane